(2-chloro-7-cyclobutyl-6-((4-methoxybenzyl)thio)-7H-purin-8-yl)(7-fluoro-3-(methoxymethoxy)-8-((triisopropylsilyl)ethynyl)naphthalen-1-yl)methanol ClC1=NC(=C2N(C(=NC2=N1)C(O)C1=CC(=CC2=CC=C(C(=C12)C#C[Si](C(C)C)(C(C)C)C(C)C)F)OCOC)C1CCC1)SCC1=CC=C(C=C1)OC